(E)-3-((2R,3S)-3-amino-2-methyl-4-oxo-2,3,4,5-tetrahydro-1H-pyrido[2,3-b][1,4]diazepin-8-yl)-N-methyl-N-((2-methylbenzofuran-3-yl)methyl)acrylamide N[C@H]1[C@H](NC2=C(NC1=O)N=CC(=C2)/C=C/C(=O)N(CC2=C(OC1=C2C=CC=C1)C)C)C